2-((1H-imidazol-4-ylacetyl)amino)-2-(4-methoxyphenyl)-N-(4-(trimethylsilyl)phenyl)acetamide N1C=NC(=C1)CC(=O)NC(C(=O)NC1=CC=C(C=C1)[Si](C)(C)C)C1=CC=C(C=C1)OC